O=C1NC(CCC1N1C(C2=CC=CC=C2C1=O)=O)=O 2-(2,6-dioxohexahydropyridine-3-yl)isoindole-1,3-dione